NCC(CN)C1=CC=C(OC[C@H](C(=O)OC(C)(C)C)O)C=C1 tert-butyl (R)-3-(4-(1,3-diaminoprop-2-yl) phenoxy)-2-hydroxypropionate